5-{6-[2-(7-Fluoro-4-methoxy-2-methyl-indol-1-yl)-ethylamino]-pyrimidin-4-yl}-3-hydroxy-thiophen FC=1C=CC(=C2C=C(N(C12)CCNC1=CC(=NC=N1)C1=CC(=CS1)O)C)OC